N1,N1,N2-Tri((Z)-octadec-9-en-1-yl)-N2-(2-(piperazin-1-yl)ethyl)ethane-1,2-diamine C(CCCCCCC\C=C/CCCCCCCC)N(CCN(CCN1CCNCC1)CCCCCCCC\C=C/CCCCCCCC)CCCCCCCC\C=C/CCCCCCCC